FC1(CC1)C(=O)N[C@H](C(=O)N1[C@@H](C[C@H](C1)O)C(=O)NCC1=C(OCCCCCC(=O)O)C=C(C=C1)C1=C(N=CS1)C)C(C)(C)C 6-(2-(((2S,4R)-1-((S)-2-(1-fluorocyclopropane-1-carboxamido)-3,3-dimethylbutanoyl)-4-hydroxypyrrolidine-2-carboxamido)methyl)-5-(4-methylthiazol-5-yl)phenoxy)hexanoic acid